C(C)NC(=O)C=1C=NN(C1)C(C)C=1SC(=CC1)C1=NOC(=N1)C(F)(F)F N-ethyl-1-[1-[5-[5-(trifluoromethyl)-1,2,4-oxadiazol-3-yl]-2-thienyl]ethyl]pyrazole-4-carboxamide